NC1=NC=CC(=C1C#CC(N1CCNCC1)=O)OC1=C(C=C(C=C1)NC(=O)C=1C(N(C=CC1)C1=CC=C(C=C1)F)=O)F N-(4-(2-Amino-3-(3-oxo-3-(piperazin-1-yl)prop-1-ynyl)pyridin-4-yloxy)-3-fluorophenyl)-1-(4-fluorophenyl)-2-oxo-1,2-dihydropyridine-3-carboxamide